C(C)(C)(C)OC(=O)C=1C=NC(=CC1)NC(CN1N=C(C(=C1)C1=CC=NC2=CC=CC=C12)C1=NC(=CC=C1)C)=O 6-(2-(3-(6-methylpyridin-2-yl)-4-(quinolin-4-yl)-1H-pyrazol-1-yl)acetamido)pyridine-3-carboxylic acid tert-butyl ester